(S)-3-((3-fluoro-4-(piperidin-4-yl)phenyl)amino)piperidine-2,6-dione hydrochloride Cl.FC=1C=C(C=CC1C1CCNCC1)N[C@@H]1C(NC(CC1)=O)=O